O1CCN(CC1)C1=CC=C(C=C1)C(CCC)=O 1-(4-morpholino-phenyl)-1-butanone